C(C)(C)(C)OC(=O)N1CC2(C1)CN(C2)C2=CC(=C1C=C(N=NC1=C2)C2=C(C=CC=C2)OCOC)Cl 6-{5-chloro-3-[2-(methoxymethoxy)phenyl]cinnolin-7-yl}-2,6-diazaspiro[3.3]heptane-2-carboxylic acid tert-butyl ester